(R)-6-chloro-N-(3-cyano-4-fluorophenyl)-5-(2-oxo-2-((1,1,1-trifluoroprop-2-yl)amino)acetyl)-2,3-dihydro-1H-pyrrolizine-7-carboxamide ClC1=C(N2CCCC2=C1C(=O)NC1=CC(=C(C=C1)F)C#N)C(C(N[C@@H](C(F)(F)F)C)=O)=O